(1S,2S,4S)-1,4-diamino-2-(3-boronopropyl)cyclopentanecarboxylic acid N[C@@]1([C@H](C[C@@H](C1)N)CCCB(O)O)C(=O)O